BrC=1C=C(C2=C(CC(O2)([2H])[2H])C1Cl)C1=CC=C(C=C1)OC(F)(F)F 5-Bromo-4-chloro-2,2-dideuterio-7-[4-(trifluoromethoxy)phenyl]-3H-benzofuran